[3-(allyloxy)phenyl]amine C(C=C)OC=1C=C(C=CC1)N